CCCC1=CC=CC=C1 2-methylethylbenzene